indol-6-carboxamide N1C=CC2=CC=C(C=C12)C(=O)N